FC1=C(CC2=NC3=C(N2[C@@H]2COCC2(C)C)C=C(C=C3)C(=O)O)C=C(C(=C1)C1=NC(=CC=C1)OCC=1C=NC(=CC1)C(F)(F)F)F (S)-2-(2,5-difluoro-4-(6-((6-(trifluoromethyl)pyridin-3-yl)methoxy)pyridin-2-yl)benzyl)-1-(4,4-dimethyltetrahydrofuran-3-yl)-1H-benzo[d]imidazole-6-carboxylic acid